tert-butyl 6-(8-(benzo[d]thiazol-2-ylcarbamoyl)-3,4-dihydroisoquinolin-2(1H)-yl)-3-(2-methyl-3-(((1s,4r)-4-(4-oxobutyl)cyclohexyl)oxy)phenyl)picolinate S1C(=NC2=C1C=CC=C2)NC(=O)C=2C=CC=C1CCN(CC21)C2=CC=C(C(=N2)C(=O)OC(C)(C)C)C2=C(C(=CC=C2)OC2CCC(CC2)CCCC=O)C